OC1=C(C=CC=C1)C=N[C@@H](CC1=CNC=N1)C(=O)O N-[(2-Hydroxyphenyl)methylene]-L-histidine